C12(CC=CC3=CC(=CC=C13)C#N)N=C1N(C=CC=C1)C2 3h-spiro[imidazo[1,2-a]pyridine-2,1'-naphthalene]-6'-carbonitrile